(1s,4s)-N-((1-Benzyl-5-oxopyrrolidin-3-yl)methyl)-4-(3-(4-methoxyphenyl)-1,2,4-oxadiazol-5-yl)cyclohexane-1-carboxamide C(C1=CC=CC=C1)N1CC(CC1=O)CNC(=O)C1CCC(CC1)C1=NC(=NO1)C1=CC=C(C=C1)OC